[15NH2][C@@H](CCC(N)=O)C(=O)O glutamine-15N